2-(2,2-difluoroethyl)piperazine FC(CC1NCCNC1)F